C(C=C)N1C(=NC2=C1C=CC=C2)C2=C(C=CC=C2)Br 1-allyl-2-(2-bromophenyl)-1H-benzo[d]imidazole